(2-(piperidin-1-yl)ethyl)propanamide N1(CCCCC1)CCC(C(=O)N)C